3-cyano-6-amino-7-ethyloxyl-4-(3-ethynylanilino)quinoline C(#N)C=1C=NC2=CC(=C(C=C2C1NC1=CC(=CC=C1)C#C)N)OCC